nickel (1-methylheptyl) phosphinate [PH2](OC(CCCCCC)C)=O.[Ni]